purine-2,6-dithiol N1=C(N=C2N=CNC2=C1S)S